C(C)C=C(C(=O)O)C.C(=C)OC=C vinylether (ethyl methacrylate)